1,1-difluoro-2-butene FC(C=CC)F